FC1=CC=C(CC2=CC3=C(OC[C@@H](N3C(CN3C[C@H](N(C[C@@H]3CN3[C@@H](COCC3)C)C(=O)OC(C)(C)C)C)=O)CC(C)C)N=C2)C=C1 tert-butyl (2R,5S)-4-(2-((S)-7-(4-fluorobenzyl)-2-isobutyl-2,3-dihydro-1H-pyrido[2,3-b][1,4]oxazin-1-yl)-2-oxoethyl)-2-methyl-5-(((R)-3-methylmorpholino)methyl)piperazinecarboxylate